4-({3-[8-bromo-3-(2,2,2-trifluoroethyl)imidazo[1,2-a]pyridin-2-yl]prop-2-yn-1-yl}amino)-N-methylbenzamide BrC=1C=2N(C=CC1)C(=C(N2)C#CCNC2=CC=C(C(=O)NC)C=C2)CC(F)(F)F